C(C=C)(=O)N1[C@H](C[C@@H](C1)N1N=C(C=2C1=NC=NC2N)C#CC2=CC1=C(N(C(=N1)C)CC)C=C2)CC#N 2-((2R,4S)-1-acryloyl-4-(4-amino-3-((1-ethyl-2-methyl-1H-benzo[d]imidazol-5-yl)ethynyl)-1H-pyrazolo[3,4-d]pyrimidin-1-yl)pyrrolidin-2-yl)acetonitrile